N-(1-(2,3-dioleoyl-(oleoyl)oxy)propyl)-N,N,N-trimethylammonium chloride [Cl-].C(CCCCCCC\C=C/CCCCCCCC)(=O)C(C(=O)OC(CC)[N+](C)(C)C)C(CCCCC\C=C/CCCCCCCC)C(CCCCCCC\C=C/CCCCCCCC)=O